Ethyl 4-[2-(2-chlorophenyl)-N-methylacetamido]-2-(methylsulfanyl)pyrimidine-5-carboxylate ClC1=C(C=CC=C1)CC(=O)N(C)C1=NC(=NC=C1C(=O)OCC)SC